C1(CC1)N1C=C2C(=NN(C(C2=C(C1=O)[C@@H]1NCCC1)=O)C)N[C@H](C)C1=C(C(=CC=C1)C(F)(F)F)C 6-cyclopropyl-2-methyl-4-(((R)-1-(2-methyl-3-(trifluoromethyl)phenyl)ethyl)amino)-8-((R)-pyrrolidin-2-yl)-2,6-dihydropyrido[3,4-d]pyridazine-1,7-dione